C(C)OP(O)(=O)CC1=CC=C(C=C1)CNC=1C2=C(N=CN1)C(=CN2)C(NC)=O ethoxy([4-([[7-(methylcarbamoyl)-5H-pyrrolo[3,2-d]pyrimidin-4-yl]amino]-methyl)-phenyl]methyl)phosphinic acid